C(C1=CC=CC=C1)(=O)OC[C@]1(O[C@H]([C@@H]([C@@H]1OC(C(C)C)=O)O[Si](C)(C)C(C)(C)C)C1=CC=C2C(=NC=NN21)N)C#N ((2R,3S,4S,5S)-5-(4-aminopyrrolo[2,1-f][1,2,4]triazin-7-yl)-4-((tert-butyldimethylsilyl)oxy)-2-cyano-3-(isobutyryloxy)tetrahydrofuran-2-yl)methyl benzoate